3-bromo-6-(7,8-dimethyl-[1,2,4]triazolo[4,3-b]pyridazin-6-yl)-7,8-dihydro-5H-1,6-naphthyridine BrC=1C=NC=2CCN(CC2C1)C=1C(=C(C=2N(N1)C=NN2)C)C